COCCNC=1C=CC(=NC1C)C1=CNC2=C(C=CC=C12)C#N 3-[5-[(2-methoxyethyl)amino]-6-methylpyridin-2-yl]-1H-indole-7-carbonitrile